(E)-1-(3-(4-amino-5-(7-methoxy-5-methylbenzothiophen-2-yl)-7H-pyrrolo[2,3-d]pyrimidin-7-yl)pyrrolidin-1-yl)-4-(isopropyl-(methyl)amino)but-2-en-1-one NC=1C2=C(N=CN1)N(C=C2C=2SC1=C(C2)C=C(C=C1OC)C)C1CN(CC1)C(\C=C\CN(C)C(C)C)=O